2,2-dimethylpropyl carbamate formate C(=O)O.C(N)(OCC(C)(C)C)=O